6,9-dimethyl-1,6,8,17-tetrazatricyclo[8.5.2.0^{13,16}]heptadeca-10(17),11,13(16),14-tetraen-7-one CN1CCCCN2C=CC=3C=CC(C(NC1=O)C)=NC23